C(C)C1=C(OCSCC2=CNC(O2)=O)C=CC(=C1)CC 5-[(2,4-Diethylphenoxymethylthio)methyl]oxazol-2(3H)-one